(3s,4s)-3-methyl-8-(9-phenyl-7H-imidazo[1,2-c]pyrrolo[3,2-e]pyrimidin-5-yl)-2-oxa-8-azaspiro[4.5]decan-4-amine C[C@@H]1OCC2([C@@H]1N)CCN(CC2)C2=NC1=C(C=3N2C=CN3)C(=CN1)C1=CC=CC=C1